CC1=CC=C(C=C1)S(=O)(=O)[O-].FC(OC1=CC=C(C=C1)[I+]C1=C(C=C(C=C1OC)OC)OC)(F)F (4-(trifluoromethoxy)phenyl)(2,4,6-trimethoxyphenyl)iodonium 4-methylbenzenesulfonate